C[C@H]1N(C[C@@H]([C@H]([C@@H]1O)O)O)CCC1=CC=C(C=C1)OCC1COCC1 (2R,3R,4R,5S)-2-methyl-1-(4-((tetrahydrofuran-3-yl)methoxy)phenethyl)piperidine-3,4,5-triol